OC1=C(C(=O)OC)C(=CC(=C1C)OC(CC=C)C(=CCC)C)C methyl 2-hydroxy-3,6-dimethyl-4-((5-methylocta-1,5-dien-4-yl)oxy)benzoate